N-[(6-Chloro-3-pyridyl)methyl]-1,1-diphenyl-methanimine ClC1=CC=C(C=N1)CN=C(C1=CC=CC=C1)C1=CC=CC=C1